CN1C(C2=CC=CC=C2C(=N1)C)=O 2,4-dimethylphthalazin-1-one